N4-methyl-N2-(1-methyl-1H-indazol-7-yl)-5-(trifluoromethyl)pyrimidine-2,4-diamine CNC1=NC(=NC=C1C(F)(F)F)NC=1C=CC=C2C=NN(C12)C